OC[C@H](C1=CC=CC=C1)NC1=CC(=NC=C1C=1OC=NN1)NC1=CC=C2C(N3N(C2=C1)C(C=CC3(C)C)=O)=O (S)-3-((4-((2-hydroxy-1-phenylethyl)amino)-5-(1,3,4-oxadiazol-2-yl)pyridin-2-yl)amino)-9,9-dimethyl-11H-pyridazino[1,2-a]indazole-6,11(9H)-dione